NCCCN1CCN(CC1)C1=C(C(=C(C(=N1)SC(C(=O)N)C1=CC=CC=C1)C#N)CC)C#N 2-((6-(4-(3-aminopropyl)piperazin-1-yl)-3,5-dicyano-4-ethylpyridin-2-yl)thio)-2-phenylacetamide